C(C1=CC=CC=C1)SC1=CC=C(C=C1)NC(=O)C1(CC2=CC=CC=C2CC1)NC(OC(C)(C)C)=O tert-butyl 2-(4-(benzylthio)phenylcarbamoyl)-1,2,3,4-tetrahydronaphthalen-2-ylcarbamate